C(CCCCCCCCCCCCCCC)(=O)OC(C)C propan-2-yl hexdecanoate